C(C)C1=CC=C(C=C1)C1=CC=CC=C1 4-Ethyl-1,1'-Biphenyl